CC1(CN(C2=CC=C(C=C12)C)C(CCCCCCC)=O)CCC#N 3-(3,5-dimethyl-1-octanoylindolin-3-yl)propionitrile